FC1(CC1)C(=C)N[C@H](C(=O)N1[C@@H](C[C@H](C1)O)C(=O)NCC1=C(C=C(C=C1)C1=C(N=CS1)C)O)C(C)(C)C (2S,4R)-1-((S)-2-((1-(1-fluorocyclopropyl)vinyl)amino)-3,3-dimethylbutyryl)-4-hydroxy-N-(2-hydroxy-4-(4-methylthiazol-5-yl)benzyl)pyrrolidine-2-carboxamide